C(C)OC(=O)[C@H]1N([C@@H]2CC[C@H]1C2)[C@H](C)C2=CC=CC=C2 (1R,3S,4S)-2-((R)-1-phenylethyl)-2-azabicyclo[2.2.1]heptane-3-carboxylic acid ethyl ester